O1N=CC(=C1)C1=CC(=C2C=NNC2=C1)NCCOCCCCNCC=1C=C(C=C(C1)OC(F)(F)F)CCO 2-(3-(((4-(2-((6-(isoxazol-4-yl)-1H-indazol-4-yl)amino)ethoxy)butyl)amino)methyl)-5-(trifluoromethoxy)phenyl)ethanol